OCC(C)N1CCN(CC1)C1=CC=C(C=C1)C1=NNC2=C1N=C(N=C2)N2[C@@H](CNC[C@@H]2C)C (3R,5S)-4-(3-(4-(4-(1-Hydroxypropan-2-yl)piperazin-1-yl)phenyl)-1H-pyrazolo[4,3-d]pyrimidin-5-yl)-3,5-dimethylpiperazin